ClCC1OCCC1 2-(chloromethyl)tetrahydrofuran